C(C)(C)(C)C1=CC(=C(C(=C1)C)O)C 4-tert.-Butyl-2,6-dimethylphenol